1-(difluoromethyl)-3-[1-(4-fluoro-3-methyl-phenyl)-5-hydroxy-2-tetrahydropyran-4-yl-indol-3-yl]cyclobutanecarboxylic acid FC(C1(CC(C1)C1=C(N(C2=CC=C(C=C12)O)C1=CC(=C(C=C1)F)C)C1CCOCC1)C(=O)O)F